BrC1=CN=C(S1)N1CC2C(C2C1)/C=C/C=1C(=NOC1C1CC1)C1=C(C=NC=C1Cl)Cl (E)-4-(2-(3-(5-bromothiazol-2-yl)-3-azabicyclo[3.1.0]hex-6-yl)vinyl)-5-cyclopropyl-3-(3,5-dichloropyridin-4-yl)isoxazole